N1=CC(=CC2=CC=CC=C12)NC(=O)NCC12COCCN1CCOC2 1-quinolin-3-yl-3-(tetrahydro-1H-[1,4]oxazino[3,4-c][1,4]oxazin-9a(9H)-ylmethyl)urea